BrC1=CC=CN2C(=C(C=C12)C#CCNC1=C(C=C(C(=O)OC)C=C1)OC)SC(F)(F)F methyl 4-[(3-{8-bromo-3-[(trifluoromethyl)sulfanyl]indolizin-2-yl}prop-2-yn-1-yl)amino]-3-methoxybenzoate